Lauroyl sarcosinate sodium salt [Na].N(C)CC(=O)OC(CCCCCCCCCCC)=O